NC=1C(=C(C=C(C1C(=O)NC1=CC(=NC=C1)C(F)(F)F)Cl)C1=CC=C(C=C1C1=CNC(C=C1)=O)F)F amino-5-chloro-2,4'-difluoro-6'-(6-oxo-1,6-dihydropyridin-3-yl)-N-(2-(trifluoromethyl)pyridin-4-yl)-[1,1'-biphenyl]-4-carboxamide